((6-(4-chlorophenyl)-2-(pyridin-3-yl)pyrimidin-4-yl)amino)butan-2-ol ClC1=CC=C(C=C1)C1=CC(=NC(=N1)C=1C=NC=CC1)NCC(CC)O